FC1=C(C=CC=C1)NC(C(=O)N[C@H](C(N[C@@H](C[C@H]1C(NCC1)=O)C(COC1=C(C(=CC(=C1F)F)F)F)=O)=O)C(C)C)=O N1-(2-fluorophenyl)-N2-((S)-3-methyl-1-oxo-1-(((S)-3-oxo-1-((S)-2-oxopyrrolidin-3-yl)-4-(2,3,5,6-tetrafluorophenoxy)butan-2-yl)amino)butan-2-yl)oxalamide